FC=1C=C2CCCC2=CC1OC 5-fluoro-6-methoxy-2,3-dihydro-1H-indene